[Br-].C(C)(=O)O[C@@]1([C@@H](O)O[C@@H]([C@]([C@@]1(O)OC(C)=O)(O)OC(C)=O)C(O)OC(C)=O)O 2,3,4,6-tetraacetyloxy-α-D-glucopyranose bromide